COC1CN(CCC1)CC1=CC=C(C=C1)[C@H]1COC=2C(=NC=CC2)O1 (3S)-3-{4-[(3-methoxypiperidin-1-yl)methyl]phenyl}-2,3-dihydro[1,4]dioxino[2,3-b]pyridine